1-[(4R)-8-(3-methoxypyridin-4-yl)-3,4-dihydro-2H-1-benzopyran-4-yl]methanamine COC=1C=NC=CC1C1=CC=CC=2[C@@H](CCOC21)CN